C(=O)(O)CO[Sn]C1=CC=CC=C1 carboxymethoxyphenyltin